5-Bromo-1-(1-(oxetan-3-yl)piperidin-4-yl)-1H-indazole BrC=1C=C2C=NN(C2=CC1)C1CCN(CC1)C1COC1